butanedi-amine C(CCC)(N)N